N-(1,3-benzothiazol-7-yl)-N-[(2-chloroquinolin-7-yl)methyl]pyridine-3-carboxamide S1C=NC2=C1C(=CC=C2)N(C(=O)C=2C=NC=CC2)CC2=CC=C1C=CC(=NC1=C2)Cl